C(C(=C)C)(=O)OC1=CC=C(C=C1)C(C)(C)C1=CC=C(C=C1)OC(C(=C)C)=O 2,2-bis[4-(methacryloyloxy)-phenyl]propane